3-(2-(5-(4-hydroxybenzylidene)-3-(4-chlorophenyl)-4-oxothiazolidin-2-ylidene)hydrazono)-5-chloro-1H-indol-2-one OC1=CC=C(C=C2C(N(C(S2)=NN=C2C(NC3=CC=C(C=C23)Cl)=O)C2=CC=C(C=C2)Cl)=O)C=C1